7-methyl-N-(1-(3-methylpyridin-2-yl)-2-morpholinoethyl)-1H-indole CC=1C=CC=C2C=CN(C12)C(CN1CCOCC1)C1=NC=CC=C1C